5-Bromo-1-((5-(5-(difluoromethyl)-1,3,4-oxadiazol-2-yl)pyridin-2-yl)methyl)-6-fluoro-3-(piperidin-4-yl)-1,3-dihydro-2H-benzo[d]imidazol-2-one BrC1=CC2=C(N(C(N2C2CCNCC2)=O)CC2=NC=C(C=C2)C=2OC(=NN2)C(F)F)C=C1F